(1R,2'S)-6-chloro-2'-methyl-spiro[isochromane-1,4'-piperidine] ClC=1C=C2CCO[C@]3(C[C@@H](NCC3)C)C2=CC1